CC=1C=NC=C(C(=O)NC2=CC(=CC=C2)[C@H](C)NC=2C=NN3C2C=C(C=C3)C=3C=NN(C3)C)C1 (S)-5-methyl-N-(3-(1-((5-(1-methyl-1H-pyrazol-4-yl)pyrazolo[1,5-a]pyridin-3-yl)amino)ethyl)phenyl)nicotinamide